potassium (R,E)-((1,2,3,5,6,7-hexahydro-s-indacen-4-yl)carbamoyl)((2-(1-methylpyrrolidin-2-yl)vinyl)sulfonyl)amide C1CCC2=C(C=3CCCC3C=C12)NC(=O)[N-]S(=O)(=O)\C=C\[C@@H]1N(CCC1)C.[K+]